C(CCCCCCCCCCC)OS(=O)(=O)O.C(O)CN monoethanolamine lauryl-Sulfate